N,N-bis(2-hydroxyethyl)-4-ethylaniline OCCN(C1=CC=C(C=C1)CC)CCO